4-((2-(2-hydroxy-2-methylpropyl)-1,2,3,4-tetrahydroisoquinolin-7-yl)(methyl)amino)benzonitrile hydrochloride Cl.OC(CN1CC2=CC(=CC=C2CC1)N(C1=CC=C(C#N)C=C1)C)(C)C